FC#C Monofluoroacetylene